OCCN1C[C@@H](CCC1)NC=1N=NC(=C(N1)C)C1=C(C2=CC=CC=C2C=C1)O (R)-2-(3-((1-(2-hydroxyethyl)piperidin-3-yl)amino)-5-methyl-1,2,4-triazine-6-yl)naphthalen-1-ol